C(C)(C)(C)OC(=O)N1[C@@H](COCCC1)C1=C(C=C(C=C1)C1COC1)Cl |r| (+-)-3-(2-chloro-4-(oxetan-3-yl)phenyl)-1,4-oxazepan-4-carboxylic acid tert-butyl ester